Ethyl 2-methyl-2-{[2-(pyridin-2-yl)-5H,6H,7H-cyclopenta[d]pyrimidin-4-yl]amino}propanoate CC(C(=O)OCC)(C)NC=1C2=C(N=C(N1)C1=NC=CC=C1)CCC2